C(C)N(C1CN(CC1)C=1C2=CN(N=C2C(=CC1)C(=O)NC=1C=C(C=2N(C1)C=C(N2)C)F)CCOC)CC 4-(3-(diethylamino)pyrrolidin-1-yl)-N-(8-fluoro-2-methylimidazo[1,2-a]pyridin-6-yl)-2-(2-methoxyethyl)-2H-indazole-7-carboxamide